cyano-2-oxohexahydro-2H-3,5-methanocyclopenta[b]furan-6-yl methacrylate C(C(=C)C)(=O)OC1C2CC3C1OC(C3(C2)C#N)=O